ethyl 2-(2-((5-(3-(aminomethyl)phenyl)-2-(1-hydroxyethyl)benzofuran-3-yl)methoxy)phenyl)acetate NCC=1C=C(C=CC1)C=1C=CC2=C(C(=C(O2)C(C)O)COC2=C(C=CC=C2)CC(=O)OCC)C1